C12CN(CC(N1)C2)C=2OC1=C(N2)C(=C(C=C1C=1N=CSC1)C(C(F)F)O)OC(F)(F)F 1-(2-(3,6-diazabicyclo[3.1.1]heptan-3-yl)-7-(thiazol-4-yl)-4-(trifluoromethoxy)benzo[d]oxazol-5-yl)-2,2-difluoroethan-1-ol